FC(OC1=C(C=C(C=C1)C1CN(C1)C(=O)OC(C)(C)C)C(F)(F)F)(F)F tert-Butyl 3-(4-(trifluoromethoxy)-3-(trifluoromethyl)phenyl)azetidine-1-carboxylate